C(C1=CC=CC=C1)OC(=O)[C@H]1N(C([C@@H]1CCCC=O)=O)[Si](C)(C)C(C)(C)C (2S,3R)-1-[tert-butyl-(dimethyl)silyl]-4-oxo-3-(4-oxobutyl)azetidine-2-carboxylic acid benzyl ester